FC1(CCN(CC1)C1=NC=C(C(=N1)NC1=NNC2=CC(=CC=C12)[C@@H]1C[C@@]12C(NC1=CC=C(C=C21)OC)=O)OC)F (1R,2S)-2-(3-{[2-(4,4-difluoropiperidin-1-yl)-5-methoxypyrimidin-4-yl]amino}-1H-indazol-6-yl)-5'-methoxyspiro[cyclopropane-1,3'-indol]-2'(1'H)-one